C(C)S(=O)(=O)C=1C2=C(SC1C1=NC3=C(C=NC(=C3)C(F)(F)F)N1C)C(=CS2)C=2C=NN(C2)C 2-[3-(Ethylsulfonyl)-6-(1-methyl-1H-pyrazol-4-yl)thieno[3,2-b]thiophen-2-yl]-3-methyl-6-(trifluoromethyl)-3H-imidazo[4,5-c]pyridine